(S)-4-(6,7-dichloro-1-(2-isopropyl-4-methylpyridin-3-yl)-2-oxo-pyrido[2,3-d]pyrimidin-4-yl)-3-methyl-piperazine-1-carboxylic acid tert-butyl ester C(C)(C)(C)OC(=O)N1C[C@@H](N(CC1)C=1C2=C(N(C(N1)=O)C=1C(=NC=CC1C)C(C)C)N=C(C(=C2)Cl)Cl)C